tert-butyl (R)-methyl(1-(3-nitropyridin-4-yl)pyrrolidin-3-yl)carbamate CN(C(OC(C)(C)C)=O)[C@H]1CN(CC1)C1=C(C=NC=C1)[N+](=O)[O-]